FC(C(=O)O)(F)F.C(#N)C1(CC1)NC([C@H](CC(C)(C)F)N[C@H](C(F)(F)F)C=1C=CC2=C(OC3=C2C=C(C=C3)C(=O)N3CCN(CC3)C3CC3)C1)=O (S)-N-(1-cyanocyclopropyl)-2-(((S)-1-(8-(4-cyclopropylpiperazine-1-carbonyl)dibenzo[b,d]furan-3-yl)-2,2,2-trifluoroethyl)amino)-4-fluoro-4-methylpentanamide trifluoroacetate